5-methyl-1-((1-(pyridin-4-yl)piperidin-4-yl)methyl)-1H-pyrazole-3-carboxylic acid methyl ester COC(=O)C1=NN(C(=C1)C)CC1CCN(CC1)C1=CC=NC=C1